TETRAHYDROACRIDINE C1CCC2=NC3=CC=CC=C3C=C2C1